C(C)SP(C1=CC=CC=C1)C1=CC=CC=C1 (ethylthio)diphenylphosphine